3,3,3-trifluoro-N-(2-fluoro-4-(8-isopropyl-2-((2-(2-methoxyethyl)-2-azaspiro[3.5]nonan-7-yl)amino)-7-oxo-7,8-dihydropyrido[2,3-d]-pyrimidin-6-yl)phenyl)-propane-1-sulfonamide FC(CCS(=O)(=O)NC1=C(C=C(C=C1)C1=CC2=C(N=C(N=C2)NC2CCC3(CN(C3)CCOC)CC2)N(C1=O)C(C)C)F)(F)F